C(N)(=O)C1=C(C(=CC(=C1)Cl)C)NC(=O)C=1N(N=C(C1)CC)C1=NC=CC=C1Cl N-(2-carbamoyl-4-chloro-6-methyl-phenyl)-2-(3-chloro-2-pyridyl)-5-ethyl-pyrazole-carboxamide